2-methylpropanoic acid calcium salt [Ca+2].CC(C(=O)[O-])C.CC(C(=O)[O-])C